(S)-7,10-dioxo-6-(4-(trifluoromethyl)benzyl)-2,6,9-triazaspiro[4.5]decane-2-carboxylic acid tert-butyl ester C(C)(C)(C)OC(=O)N1C[C@]2(CC1)N(C(CNC2=O)=O)CC2=CC=C(C=C2)C(F)(F)F